perfluoroadipic acid hydrate O.FC(C(=O)O)(C(C(C(C(=O)O)(F)F)(F)F)(F)F)F